CN1CC(C1)(C)[C@@](C=1C=C(C=NC1)C#C[C@H](C)O)(C1=CC=C(C=C1)C(C)C)O (S)-4-{5-[(R)-(1,3-dimethyl-azetidin-3-yl)-hydroxy-(4-isopropyl-phenyl)-methyl]-pyridin-3-yl}-but-3-yn-2-ol